FC(CN[C@@H](CC1=CC=CC=2N(C(OC21)=O)C(C2=CC=CC=C2)(C2=CC=CC=C2)C2=CC=CC=C2)C)(F)F (R)-7-(2-((2,2,2-trifluoroethyl)amino)propyl)-3-tritylbenzo[d]oxazol-2(3H)-one